C(C1CO1)CC(C)=O glycidylacetone